C(CCC)C1CCCC2=C(N(C3=C(C=CC=C23)C(=O)NCCO)CC2=CC(=CC=C2)C#N)C1 7-butyl-5-[(3-cyanophenyl)methyl]-N-(2-hydroxyethyl)-5H,6H,7H,8H,9H,10H-cyclohepta[b]indole-4-carboxamide